1-(2-Chloro-6-methylpyridin-4-yl)-N-(cyclopropylmethyl)ethan-1-amine ClC1=NC(=CC(=C1)C(C)NCC1CC1)C